ClC=1C=C2CC[C@@H](CC2=C(C1)F)N[C@H](C(=O)O)CCC (S)-2-(((S)-6-chloro-8-fluoro-1,2,3,4-tetrahydronaphthalen-2-yl)amino)pentanoic acid